1-(3-((1-(tert-butoxy)-2-methyl-1-oxopropan-2-yl)oxy)phenyl)piperidine-3-carboxylate C(C)(C)(C)OC(C(C)(C)OC=1C=C(C=CC1)N1CC(CCC1)C(=O)[O-])=O